C1=CC=[Si]N=C1 Azasiline